C(C)C(COC(\C(\C)=C/C(=O)OCC(CCCC)CC)=O)CCCC Citraconic acid bis(2-ethylhexyl) ester